2-hydroxy-4-trifluoromethyl-benzaldehyde OC1=C(C=O)C=CC(=C1)C(F)(F)F